(1-(4-fluorophenyl)-6-((3,4,5-trifluorophenyl)sulfonyl)-4,4a,5,6,7,8-hexahydro-1H-pyrazolo[3,4-g]isoquinolin-4a-yl)methanone FC1=CC=C(C=C1)N1N=CC2=C1C=C1CCN(CC1(C2)C=O)S(=O)(=O)C2=CC(=C(C(=C2)F)F)F